ClC=1C=C2CCNC(C2=C(C1)F)C 6-chloro-8-fluoro-1-methyl-1,2,3,4-tetrahydroisoquinoline